methyl (S)-5-bromo-4-(3-((tert-butoxycarbonyl)amino)-3-methylpyrrolidin-1-yl)-6-methoxynicotinate BrC=1C(=NC=C(C(=O)OC)C1N1C[C@@](CC1)(C)NC(=O)OC(C)(C)C)OC